N1=C(C=CC2=CC=CC=C12)C1=CC=C(C=C1)N1N=NC(=C1)C(=O)N 4-(quinolin-2-yl)phenyl-1H-1,2,3-triazole-4-carboxamide